BrC=1C=CC(=NC1)C(C(CN1N=CN=C1)C1=C(C=C(C=C1)F)F)(F)F 1-(5-bromo-2-pyridyl)-2-(2,4-difluorophenyl)-1,1-difluoro-3-(1,2,4-triazol-1-yl)propan